COC(C1=CC(=C(C(=C1)O)Br)OCCC=C)=O.BrC1=NC=C(C=C1S(=O)(=O)CC)Br 2,5-dibromo-3-(ethylsulfonyl)pyridine Methyl-4-bromo-3-(but-3-enyloxy)-5-hydroxybenzoate